C(C=C)N1N(C2=NC(=NC=C2C1=O)NC1=CC=C(C=C1)F)C1=CC=CC(=N1)OC1CCN(CCC1)C(=O)OC(C)(C)C tert-butyl 4-((6-(2-allyl-6-((4-fluorophenyl)amino)-3-oxo-2,3-dihydro-1H-pyrazolo[3,4-d]pyrimidin-1-yl)pyridin-2-yl)oxy)azepane-1-carboxylate